C1(CCCC1)N1C(N(C=2C1=C1C(=NC2)NC(=C1C=1C=C2C=NN(C2=CC1)C)C(=O)NC1CC1)C)=O 1-Cyclopentyl-N-cyclopropyl-3-methyl-8-(1-methyl-1H-indazol-5-yl)-2-oxo-1,2,3,6-tetrahydroimidazo[4,5-d]pyrrolo[2,3-b]pyridine-7-carboxamide